FC(C(=O)O)(F)F.NCCNS(=O)(=O)C N-(2-aminoethyl)methylsulfonamide, trifluoroacetate salt